BrC=1C=C(C=C2C=CC3=C(COC3)C12)OCOC 9-bromo-7-(methoxymethoxy)-1,3-dihydronaphtho[1,2-c]furan